FC1=C(C=CC(=C1)F)[C@@H]1CN(CC12CCC2)C(=O)C2=CN=CC(N2)=O (R)-6-(8-(2,4-difluorophenyl)-6-azaspiro[3.4]octane-6-carbonyl)pyrazin-2(1H)-one